2-bromo-3,3,4,4,4-pentafluorobutene BrC(=C)C(C(F)(F)F)(F)F